phosphorylthreonine P(=O)#C[C@H]([C@H](N)C(=O)O)O